FC(C(F)(F)F)(C(F)(F)F)OC=CCC 1-(perfluoro-iso-propoxy)but-1-ene